OC1(CCN(CC1)C(C[C@@H](C)C1=CC=CC=C1)=O)CN1C=NC2=CC(=CC=C2C1=O)NC(CCN1CCOCC1)=O (R)-N-(3-((4-hydroxy-1-(3-phenylbutanoyl)piperidin-4-yl)methyl)-4-oxo-3,4-dihydroquinazolin-7-yl)-3-morpholinopropanamide